(1-((2R,5S)-2,5-diethylpiperazin-1-yl)ethyl)benzo[d]thiazole C(C)[C@H]1N(C[C@@H](NC1)CC)C(C)C=1SC2=C(N1)C=CC=C2